C1(=CC=CC=C1)SC1=CC=C(C=N1)CN1N=CC(=C1)C=1C(=NC=CC1)N 3-(1-((6-(phenylsulfanyl)pyridin-3-yl)methyl)-1H-pyrazol-4-yl)pyridin-2-amine